ClC=1C=C(C(=C(C1)C1=NN(C=C1C1=NC(=NC=C1)NC[C@H](C)NC(OC)=O)C(C)C)F)NC(=O)OC(C)(C)C (S)-Methyl 1-(4-(3-(5-chloro-2-fluoro-3-(tert-butoxycarbonylamino)phenyl)-1-isopropyl-1H-pyrazol-4-yl)pyrimidin-2-ylamino)propan-2-ylcarbamate